C1[C@@H]2N(CCN1)CCC2 (8aR)-octahydropyrrolo[1,2-a]pyrazine